(R)-3-((3-ethoxypyridin-2-yl)oxy)piperidine-1-carboxylic acid tert-butyl ester C(C)(C)(C)OC(=O)N1C[C@@H](CCC1)OC1=NC=CC=C1OCC